NC1=C(C=C(C=C1C)C(F)(F)F)NC(OCC)=O ethyl (2-amino-3-methyl-5-(trifluoromethyl)phenyl)carbamate